tert-Butyl N-[(1R)-1-[(4-bromophenyl)carbamoyl]-2,2-dimethyl-propyl]carbamate BrC1=CC=C(C=C1)NC(=O)[C@@H](C(C)(C)C)NC(OC(C)(C)C)=O